Cl.N[C@@H](C(=O)OC)CC1=CC(=CC=C1)C#N Methyl (2R)-2-amino-3-(3-cyanophenyl)propanoate Hydrochloride